N-(5-cyanopyridin-3-yl)-N-({5-[5-(difluoromethyl)-1,3,4-oxadiazol-2-yl]-1,3-thiazol-2-yl}methyl)cyclopropanesulfonamide C(#N)C=1C=C(C=NC1)N(S(=O)(=O)C1CC1)CC=1SC(=CN1)C=1OC(=NN1)C(F)F